3-[4-(4-aminopiperidin-1-yl)-7-chloro-3-(3,5-dichlorophenyl)cinnolin-6-yl]-5-fluoro-2-hydroxybenzonitrile NC1CCN(CC1)C1=C(N=NC2=CC(=C(C=C12)C=1C(=C(C#N)C=C(C1)F)O)Cl)C1=CC(=CC(=C1)Cl)Cl